3-(((4'-cyano-[1,1'-biphenyl]-4-yl)oxy)methyl)-1-(2,2,2-trifluoro-1-(4-methoxyphenyl)ethyl)pyrrolidine-3-carbonitrile C(#N)C1=CC=C(C=C1)C1=CC=C(C=C1)OCC1(CN(CC1)C(C(F)(F)F)C1=CC=C(C=C1)OC)C#N